N-(3-fluoro-4-((6-methoxy-7-(2-(4-methylpiperidin-1-yl)ethoxy)quinolin-4-yl)oxy)phenyl)-5-(4-fluorophenyl)-6-oxo-2,3,5,6-tetrahydrofuro[3,2-c]pyridine-7-carboxamide FC=1C=C(C=CC1OC1=CC=NC2=CC(=C(C=C12)OC)OCCN1CCC(CC1)C)NC(=O)C1=C2C(=CN(C1=O)C1=CC=C(C=C1)F)CCO2